Cytidin-5'-Diphosphat P(O)(=O)(OP(=O)(O)O)OC[C@@H]1[C@H]([C@H]([C@@H](O1)N1C(=O)N=C(N)C=C1)O)O